methyl-(benzyl)silane C[SiH2]CC1=CC=CC=C1